dimethyl (((5'-methyl-4-pentyl-1',2',3',4'-tetrahydro-[1,1'-biphenyl]-2,6-diyl)bis(oxy))bis(methylene))bis(methyl carbamate) CC=1CCCC(C1)C1=C(C=C(C=C1OCN(C(OC)=O)C)CCCCC)OCN(C(OC)=O)C